tert-butyl 2-((1H-indol-6-yl)amino)-5H-pyrrolo[3,4-d]pyrimidine-6(7H)-carboxylate N1C=CC2=CC=C(C=C12)NC=1N=CC2=C(N1)CN(C2)C(=O)OC(C)(C)C